CNS(=O)(=O)C1=CC(=C(C=C1)NC1=NC=C(C=C1)C(F)(F)F)C=1N=C2COC(CN2C1)C N-methyl-3-(6-methyl-5,6-dihydro-8H-imidazo[2,1-c][1,4]oxazin-2-yl)-4-((5-(trifluoromethyl)pyridin-2-yl)amino)benzenesulfonamide